[1,1'-biphenyl]-4-yl(4-(2-(3,4-dihydroxy-5-methoxyphenyl)-1H-benzo[d]imidazol-5-yl)piperazin-1-yl)methanone C1(=CC=C(C=C1)C(=O)N1CCN(CC1)C1=CC2=C(NC(=N2)C2=CC(=C(C(=C2)OC)O)O)C=C1)C1=CC=CC=C1